C1CCC2=C(C=CC=C12)C1=C(C=C2C(=N1)C(=NN2)C=2C=NN(C2)C2CN(C2)C(=O)[C@@H]2N(CCOC2)C)OC (R)-(3-(4-(5-(2,3-Dihydro-1H-inden-4-yl)-6-methoxy-1H-pyrazolo[4,3-b]pyridin-3-yl)-1H-pyrazol-1-yl)azetidin-1-yl)(4-methylmorpholin-3-yl)methanone